N-(3-(1H-imidazol-1-yl)-5-(trifluoromethyl)phenyl)-3-((6-amino-5-(trifluoromethoxy)pyridine-3-yl)ethynyl)-4-methylbenzamide N1(C=NC=C1)C=1C=C(C=C(C1)C(F)(F)F)NC(C1=CC(=C(C=C1)C)C#CC=1C=NC(=C(C1)OC(F)(F)F)N)=O